(E)-2-(6-benzyl-nicotinoylamino)-5,5-dimethyl-3-hexenoic acid C(C1=CC=CC=C1)C1=NC=C(C(=O)NC(C(=O)O)\C=C\C(C)(C)C)C=C1